CN1N=CC=C1C(=O)N[C@@H]1CCC2=CC(=CC=C12)C=1SC=CN1 (R)-1-methyl-N-(5-(thiazol-2-yl)-2,3-dihydro-1H-inden-1-yl)-1H-pyrazole-5-carboxamide